N-[(3',5'-ditert-butyl)-1,1'-biphenyl-4-yl]-N-(4-cyclohexylphenyl)-9,9-dimethyl-9H-fluoren-2-amine C(C)(C)(C)C=1C=C(C=C(C1)C(C)(C)C)C1=CC=C(C=C1)N(C1=CC=2C(C3=CC=CC=C3C2C=C1)(C)C)C1=CC=C(C=C1)C1CCCCC1